SCCC[Si](Cl)(C)C (3-mercaptopropyl)dimethylchlorosilane